C(C)(C)(C)OC(N[C@@H]1C2=CC(=C(C=C2CC12CCN(CC2)C=2C=1N(C(=C(N2)C)Br)N=CC1)F)F)=O N-[(1S)-1'-(7-bromo-6-methyl-pyrazolo[1,5-a]pyrazin-4-yl)-5,6-difluoro-spiro[indan-2,4'-piperidin]-1-yl]carbamic acid tert-butyl ester